4-(3-ethyl-4-oxo-spiro[6,8-dihydro-5H-pyrazolo[4,3-c]azepine-7,4'-tetrahydropyran]-1-yl)butyl 2-methyloxazole-5-carboxylate CC=1OC(=CN1)C(=O)OCCCCN1N=C(C=2C(NCC3(CCOCC3)CC21)=O)CC